OC=1C=C(OCCOCCOCCSC2C(N(C(C2)=O)CCCCC(=O)N[C@H](C(=O)NC(C(=O)N)CCCNC(=O)N)C(C)C)=O)C=C(C1C(CCC1=CC=C(C=C1)O)=O)O 2-((2S)-2-(5-(3-((2-(2-(2-(3,5-dihydroxy-4-(3-(4-hydroxyphenyl)propanoyl)phenoxy)ethoxy)ethoxy)ethyl)thio)-2,5-dioxopyrrolidin-1-yl)pentanamido)-3-methylbutanamido)-5-ureidopentanamide